BrC1=CC(=C(N)C=C1)N1C=NC(=C1)C 4-bromo-2-(4-methylimidazol-1-yl)aniline